isopropyl 2-bromo-5-(1-(3-(dimethylamino) azetidin-1-yl) vinyl)-6-methylindolizine-7-carboxylate BrC=1C=C2C=C(C(=C(N2C1)C(=C)N1CC(C1)N(C)C)C)C(=O)OC(C)C